O1CCN(CC1)C1=NC=2C(=NC=CC2)N1 2-morpholino-3H-imidazo[4,5-b]pyridin